4-((4-fluorophenyl)thio)aniline FC1=CC=C(C=C1)SC1=CC=C(N)C=C1